(S)-6-(2-fluoro-1-(pyridin-3-yl)ethoxy)-N-(5-methoxy-1H-pyrazol-3-yl)pyrazin-2-amine FC[C@@H](OC1=CN=CC(=N1)NC1=NNC(=C1)OC)C=1C=NC=CC1